1,2-dicyano-4,5-difluorobenzene C(#N)C1=C(C=C(C(=C1)F)F)C#N